CC1=C(C=CC(=N1)C#N)C1=CC=CC=C1 6-methyl-5-phenylpicolinonitrile